3,4-dihydropyridine-1(2H)-carboxylate N1(CCCC=C1)C(=O)[O-]